2-(4-isopropylphenyl)formyloxy-1,3-propanediol C(C)(C)C1=CC=C(C=C1)C(=O)OC(CO)CO